4-cyclopropyl-7-(2-((3-cyclopropyl-5,6,7,8-tetrahydro-1,6-naphthyridin-2-yl)amino)-5-(trifluoromethyl)pyrimidin-4-yl)-3,4-dihydrothieno[2,3-f][1,4]thiazepin-5(2H)-one 1,1-dioxide C1(CC1)N1CCS(C2=C(C1=O)SC(=C2)C2=NC(=NC=C2C(F)(F)F)NC2=NC=1CCNCC1C=C2C2CC2)(=O)=O